[Si](C1=CC=CC=C1)(C1=CC=CC=C1)(C(C)(C)C)OC1C[C@H]2C([C@H]2C1)C1=CC(=NN1C(C)C)C1=NC=NC(=C1)C(F)(F)F 4-(5-((1R,5S,6r)-3-((tert-butyldiphenylsilyl)oxy)bicyclo[3.1.0]hexan-6-yl)-1-isopropyl-1H-pyrazol-3-yl)-6-(trifluoromethyl)pyrimidine